methyl (2S)-2-((S)-2-((((3-chlorobenzyl)oxy)carbonyl)amino)-3-cyclohexylpropanamido)-5-(2,3-dihydrobenzo[f][1,4]oxazepin-4(5H)-yl)-4-methyl-5-oxopentanoate ClC=1C=C(COC(=O)N[C@H](C(=O)N[C@H](C(=O)OC)CC(C(=O)N2CCOC3=C(C2)C=CC=C3)C)CC3CCCCC3)C=CC1